C(C)(C)(C)C1=CC=C(/C=C/C=2OC(=CC(C2O)=O)CO)C=C1 (E)-2-(4-(tert-butyl)styryl)-3-hydroxy-6-(hydroxymethyl)-4H-pyran-4-one